2-acetyloxyethanoic acid C(C)(=O)OCC(=O)O